1,3-bis[3-(2-methylpropoxy)propyl]imidazolium CC(COCCCN1C=[N+](C=C1)CCCOCC(C)C)C